(S)-2-(((benzyloxy)carbonyl)amino)-6-((tert-butoxycarbonyl)amino)-5,5-difluorohexanoic acid C(C1=CC=CC=C1)OC(=O)N[C@H](C(=O)O)CCC(CNC(=O)OC(C)(C)C)(F)F